p-Vinylbenzylglycidyl ether C(=C)C1=CC=C(CC(C2CO2)OC(C2CO2)CC2=CC=C(C=C2)C=C)C=C1